ClC1=CC2=C(C=C1)C=1C=NC=3C=C(C=CC3C1C(O2)C2=CC=C(C=C2)OCCN2CC(C2)CF)O 8-chloro-5-(4-{2-[3-(fluoromethyl)azetidin-1-yl]ethoxy}phenyl)-5H-[1]benzopyrano[4,3-c]quinolin-2-ol